BrC=1C=C(C(=O)OC)C=C(N1)NCC1=C(C=C(C=C1)OC)OC methyl 2-bromo-6-((2,4-dimethoxybenzyl)amino)isonicotinate